ClC=1C=C2C=C(C=NC2=CC1)COC1=CC=CC(=N1)C1CCN(CC1)CC1=NC2=C(N1C[C@H]1OCC1)C=C(C=C2)C(=O)O (S)-2-((4-(6-((6-chloroquinolin-3-yl)methoxy)pyridin-2-yl)piperidin-1-yl)methyl)-1-(oxetan-2-ylmethyl)-1H-benzo[d]imidazole-6-carboxylic acid